tert-butyl-3-[8-fluoro-7-[8-fluoro-3-(methoxymethoxy)-1-naphthyl]-2-methylsulfonyl-pyrido[4,3-d]pyrimidin-4-yl]-3,8-diazabicyclo[3.2.1]octane C(C)(C)(C)C12CN(CC(CC1)N2)C=2C1=C(N=C(N2)S(=O)(=O)C)C(=C(N=C1)C1=CC(=CC2=CC=CC(=C12)F)OCOC)F